BrC=1C=C2C(=NN(C2=CC1Cl)C(C1=CC=CC=C1)(C1=CC=CC=C1)C1=CC=CC=C1)I 5-bromo-6-chloro-3-iodo-1-trityl-1H-indazole